CN1C(N(CC2=C1C=C(N=C2)NC2=NC=C(C=C2)N2CCN(CC2)C)C2CCNC1=CC=CC=C21)=O 1-methyl-7-[[5-(4-methylpiperazin-1-yl)-2-pyridinyl]amino]-3-(1,2,3,4-tetrahydroquinolin-4-yl)-4H-pyrido[4,3-d]pyrimidin-2-one